tert-butyl 7-[2-[3-[4-ethylsulfonyl-2-(6-methyl-7-oxo-1H-pyrrolo[2,3-c]pyridin-4-yl)phenoxy]cyclobutyl]ethyl]-2,7-diazaspiro[4.4]nonane-2-carboxylate C(C)S(=O)(=O)C1=CC(=C(OC2CC(C2)CCN2CC3(CCN(C3)C(=O)OC(C)(C)C)CC2)C=C1)C=1C2=C(C(N(C1)C)=O)NC=C2